(3,4-Dihydro-1,5-naphthyridin-1(2H)-yl)(5-(4-methoxyphenyl)pyridin-3-yl)-methanone N1(CCCC2=NC=CC=C12)C(=O)C=1C=NC=C(C1)C1=CC=C(C=C1)OC